1-[[2-[6-(3-cyclopropyl-1H-1,2,4-triazol-5-yl)-2-azaspiro[3.3]heptane-2-carbonyl]-2-azaspiro[3.3]heptan-6-ylidene]methyl]-5-(trifluoromethyl)-2-pyridone C1(CC1)C1=NNC(=N1)C1CC2(CN(C2)C(=O)N2CC3(C2)CC(C3)=CN3C(C=CC(=C3)C(F)(F)F)=O)C1